C(C)NC(C([C@H](C[C@H]1C(NCC1)=O)NC([C@H](CC1=CC=CC=C1)NC(OC(C(F)(F)C1=CC(=CC=C1)Cl)C1=CC=CC=C1)=O)=O)=O)=O 2-(3-chlorophenyl)-2,2-difluoro-1-phenylethyl ((S)-1-(((S)-4-(ethylamino)-3,4-dioxo-1-((S)-2-oxopyrrolidin-3-yl)butan-2-yl)amino)-1-oxo-3-phenylpropan-2-yl)carbamate